6-(6-chloro-1-(phenylsulfonyl)-1H-pyrrolo[2,3-b]pyridin-3-yl)-4-fluoro-2-methyl-1-(1-methylpiperidin-4-yl)-1H-benzo[d]imidazole ClC1=CC=C2C(=N1)N(C=C2C=2C=C(C1=C(N(C(=N1)C)C1CCN(CC1)C)C2)F)S(=O)(=O)C2=CC=CC=C2